CS(=O)(=O)C1=C2C=C(N(C2=CC=C1)C(=O)OCC1=CC=CC=C1)C(=O)OC 1-benzyl 2-methyl 4-methanesulfonylindole-1,2-dicarboxylate